2-phenyl-1,3-diethoxypropane C1(=CC=CC=C1)C(COCC)COCC